C(C1=CC=CC=C1)OC(=O)N[C@H](C(=O)O)[C@@H](C)OC(C(F)(F)F)(C)C (2S,3R)-2-(benzyloxycarbonylamino)-3-(2,2,2-trifluoro-1,1-dimethyl-ethoxy)butanoic acid